FC1=CC(=C(C=O)C=C1)OCCOC 4-fluoro-2-(2-methoxyethoxy)benzaldehyde